O=C1NC(CCC1NC(C1=CC(=CC=C1)N1CC(C1)C=O)=O)=O N-(2,6-dioxopiperidin-3-yl)-3-(3-formylazetidin-1-yl)benzamide